trans-(1S*,2S*)-N-((S)-(4,4-Difluorocyclohexyl)(5-((R)-1-(4,4,4-trifluorobutanamido)ethyl)-1H-benzo[d]imidazol-2-yl)methyl)-2-(trifluoromethyl)cyclopropane-1-carboxamide FC1(CCC(CC1)[C@H](NC(=O)[C@@H]1[C@H](C1)C(F)(F)F)C1=NC2=C(N1)C=CC(=C2)[C@@H](C)NC(CCC(F)(F)F)=O)F |o1:11,12|